IC=1C(=NC=CC1)NCCN1CCCC1 3-iodo-N-(2-(pyrrolidin-1-yl)ethyl)pyridin-2-amine